(2S)-2-methyl-4-(prop-2-enoyl)piperazine C[C@@H]1NCCN(C1)C(C=C)=O